OC1=CC=C(C(=O)OCC#N)C=C1 Cyanomethyl 4-hydroxybenzoate